rac-(2s,4r)-2-(2-(6-bromo-4-chloro-2H-indazol-2-yl)-3-ethoxy-3-oxopropionyl)-4-fluoropyrrolidine-1-carboxylic acid tert-butyl ester C(C)(C)(C)OC(=O)N1[C@@H](C[C@H](C1)F)C(C(C(=O)OCC)N1N=C2C=C(C=C(C2=C1)Cl)Br)=O |r|